FC1=C(C=CC(=C1)OC1=CC=CC=C1)NC=1C2=C(N=CN1)C=CC(=N2)N2CCNCC2 N-(2-fluoro-4-phenoxy-phenyl)-6-piperazin-1-yl-pyrido[3,2-d]pyrimidin-4-amine